C(C)(C)(C)OC(=O)N1CCC(CC1)C1=CC=C(C=C1)NCCCCCCSC1=CC=NC2=CC(=CC(=C12)C)C(F)(F)F 4-(4-((6-((5-Methyl-7-(trifluoromethyl)quinolin-4-yl)thio)hexyl)amino)phenyl)piperidine-1-carboxylic acid tert-butyl ester